2,2'-(4-(2-carboxyethyl)-10-((6-chloropyridin-2-yl)methyl)-1,4,7,10-tetraazacyclododecane-1,7-diyl)diacetic acid C(=O)(O)CCN1CCN(CCN(CCN(CC1)CC(=O)O)CC1=NC(=CC=C1)Cl)CC(=O)O